OCC1=CC=C(OC2=C(C(C#N)=CC=C2)C#N)C=C1 3-(4-(hydroxymethyl)phenoxy)phthalonitrile